(S)-7-((3,5-difluoro-4-((1-methyl-1H-pyrazol-4-yl)oxy)benzyl)oxy)-3,4,11,11a-tetrahydropyrimido[6',1':2,3]imidazo[5,1-c][1,4]oxazin-9(1H)-one FC=1C=C(COC2=NC(N3C(N4[C@H](COCC4)C3)=C2)=O)C=C(C1OC=1C=NN(C1)C)F